4-methoxy-but-2-enamide dihydrochloride Cl.Cl.COCC=CC(=O)N